C(C1=CC=CC=C1)O[C@@H]1C[C@H](C1)N1N=CC(=C1)I trans-1-(3-(benzyloxy)cyclobutyl)-4-iodo-1H-pyrazole